tert-butyl 6-oxo-2-azaspiro[4.5]decane-2-carboxylate O=C1C2(CCN(C2)C(=O)OC(C)(C)C)CCCC1